ClC1=NC=C(C=C1C(=O)NCC(F)F)OC[C@H](C)NS(=O)(=O)C(F)(F)F 2-chloro-N-(2,2-difluoroethyl)-5-[(2S)-2-(trifluoromethylsulfonylamino)propoxy]pyridine-3-carboxamide